2-[(6-chloro-3-morpholinosulfonyl-4-quinolyl)amino]-6-methoxy-benzoic acid ClC=1C=C2C(=C(C=NC2=CC1)S(=O)(=O)N1CCOCC1)NC1=C(C(=O)O)C(=CC=C1)OC